CC1=C2CC[C@@]3(CCC=C([C@H]3C[C@@H](C2(C)C)CC1)C)C taxa-4(5),11(12)-diene